(S)-3-(2',4'-difluoro-5-methylbiphenyl-3-yl)-3-(3-(4-hydroxy-1,6-dimethyl-2-oxo-1,2-dihydropyridin-3-yl)ureido)propanoic acid FC1=C(C=CC(=C1)F)C1=CC(=CC(=C1)C)[C@H](CC(=O)O)NC(=O)NC=1C(N(C(=CC1O)C)C)=O